((R)-S-(difluoromethyl)sulfonimidoyl)-N-((2-(6-((cis)-2,6-dimethylmorpholino)-4-fluoropyridin-2-yl)-1,6-naphthyridin-7-yl)methyl)benzamide FC([S@@](=O)(=N)C1=C(C(=O)NCC2=NC=C3C=CC(=NC3=C2)C2=NC(=CC(=C2)F)N2C[C@@H](O[C@@H](C2)C)C)C=CC=C1)F